FC1(CCC(CC1)/C=C/C1=CN(C2=NC=C(C=C21)NC(C=C)=O)CC)F (E)-N-(3-(2-(4,4-Difluorocyclohexyl)vinyl)-1-ethyl-1H-pyrrolo[2,3-b]pyridin-5-yl)acrylamide